methyl 2-[[2-[1-[(6-chloropyridin-3-yl)methyl]-5-oxopyrrolidin-2-yl]acetyl]-methylamino]acetat ClC1=CC=C(C=N1)CN1C(CCC1=O)CC(=O)N(CC(=O)OC)C